CC1(OC2=C(C=NC1)C=NC=C2)C 2,2-dimethyl-2,3-dihydropyrido[3,4-f][1,4]oxazepin